6α-Ethyl-3α,7α,11β-trimethoxymethyloxy-5β-cholan-24-amide C(C)[C@H]1[C@H]([C@H]2[C@@H]3CC[C@H]([C@@H](CCC(=O)N)C)[C@]3(C[C@@H]([C@@H]2[C@]2(CC[C@H](C[C@@H]12)OCOC)C)OCOC)C)OCOC